1-[3-[2-[[(2s,3s,4r)-2,3,4,5-tetrahydroxypentyl]amino]ethyl]azetidin-1-yl]ethanone O[C@@H](CNCCC1CN(C1)C(C)=O)[C@@H]([C@@H](CO)O)O